CN1N=C(C2=NC=C(C=C21)C2=NOC(=N2)C2CCN(CC2)C(=O)C2CC(N(C2)C2=CC=CC=C2)=O)C 4-(4-(3-(1,3-dimethyl-1H-pyrazolo[4,3-b]pyridin-6-yl)-1,2,4-oxadiazol-5-yl)piperidine-1-carbonyl)-1-phenylpyrrolidin-2-one